isoprene pyrophosphate OP(O)(=O)OP(=O)(O)O.C=CC(C)=C